ClC[C@H](CC1(NCCC1=C)C(=O)OCC)OC ethyl 2-((S)-3-chloro-2-methoxypropyl)-3-methylenepyrrolidin-2-carboxylate